3,6-dioxo-8,11-bis(phenylmethyl)-2,4,7,12-tetraazatridecan-13-oic acid O=C(NC)NCC(NC(CCC(NC(=O)O)CC1=CC=CC=C1)CC1=CC=CC=C1)=O